6-(3-(2-(1-(4-methoxypyrimidin-2-yl)cyclobutoxy)acetyl)-3,8-diazabicyclo[3.2.1]octan-8-yl)nicotinonitrile COC1=NC(=NC=C1)C1(CCC1)OCC(=O)N1CC2CCC(C1)N2C2=NC=C(C#N)C=C2